C(#N)N[S@@](=O)(=NC(NC1=C2CCCC2=CC=2CCCC12)=O)C=1C=NN2C1OC[C@H]2C (S,3R)-N-cyano-N'-((1,2,3,5,6,7-hexahydro-s-indacen-4-yl)carbamoyl)-3-methyl-2,3-dihydropyrazolo[5,1-b]oxazole-7-sulfonimidamide